OC(CC(CO)(CO)CO)(O)O trihydroxy-trimethylolpropane